[Si](C1=CC=CC=C1)(C1=CC=CC=C1)(C(C)(C)C)OCCN1N=C(C(=C1C1=CC=C(C=C1)F)C1CCC1)NC(C[C@H]1C(C(C1)(F)F)(F)F)=O (R)-N-(1-(2-((tert-butyldiphenylsilyl)oxy)ethyl)-4-cyclobutyl-5-(4-fluorophenyl)-1H-pyrazol-3-yl)-2-(2,2,3,3-tetrafluorocyclobutyl)acetamide